C1(CCC1)C1=CC=C2C=C(C(NC2=C1C(NC1CCC1)=O)=O)C(=O)OC1=C(C(=C(C(=C1F)F)F)F)F perfluorophenyl 7-cyclobutyl-8-(cyclobutylcarbamoyl)-2-oxo-1,2-dihydroquinoline-3-carboxylate